methyl-(S)-3-((tert-butoxycarbonyl)amino)butanoic acid C[C@H](C(=O)O)C(C)NC(=O)OC(C)(C)C